(3S)-7-bromo-6-chloro-5-(2,6-difluorophenyl)-3-(methoxymethyl)-1,3-dihydro-1,4-benzodiazepine-2-thione BrC=1C=CC2=C(C(=N[C@H](C(N2)=S)COC)C2=C(C=CC=C2F)F)C1Cl